IC1=CC=C(C2=C1N=C(O2)C)C2CCN(CC2)C(=O)OC(C)(C)C tert-butyl 4-(4-iodo-2-methyl-1,3-benzoxazol-7-yl)piperidine-1-carboxylate